ClC1=C(C=C(OCC(=O)NC23C[C@@H](C(CC2)(CC3)C(=O)NCC(CC3=CC=CC=C3)=O)O)C=C1)F (2S)-4-[2-(4-chloro-3-fluorophenoxy)acetamido]-2-hydroxy-N-(2-oxo-3-phenylpropyl)bicyclo[2.2.2]octane-1-carboxamide